(Z)-2,6-octadien-1-ol C(\C=C/CCC=CC)O